BrC1=CC(=C(C=C1)\C=N\OCC1=C(C=CC=C1C)\C(\C(=O)OC)=N/OC)C(F)(F)F methyl (2e)-2-[2-[[(e)-[4-bromo-2-(trifluoromethyl)phenyl]methyleneamino]-oxymethyl]-3-methyl-phenyl]-2-methoxyimino-acetate